N(N)C1=CC=C2C=NN(C2=C1)CC1=CC=C(C=C1)OC 6-hydrazinyl-1-(4-methoxybenzyl)-1H-indazole